CN1CN(CC1)C 1,3-dimethyl-dihydroimidazoline